3-(benzo[b]thiophene-2-yl)-1-(4-methoxyphenyl)-4-nitrobutan-1-one S1C2=C(C=C1C(CC(=O)C1=CC=C(C=C1)OC)C[N+](=O)[O-])C=CC=C2